5-azaspiro[2.4]hept-7-yl-(1S)-1-(4-fluorophenyl)-3,4-dihydroisoquinoline-2(1H)-carboxylate C1CC12CNCC2OC(=O)N2[C@H](C1=CC=CC=C1CC2)C2=CC=C(C=C2)F